CC1=C(C=CC2=C(C=CC=C2)C=CC2=C(C=CC=C2)C)C=CC=C1 bis(2-methyl-styryl)benzene